(trans-4-methoxycyclohexyl)-5-(trifluoromethyl)-3-azabicyclo[3.1.0]hexane CO[C@@H]1CC[C@H](CC1)C12CNCC2(C1)C(F)(F)F